C(C)(=O)N1CCN(CC1)CC1=CC=C2C(=N1)SC(=C2)C(=O)NC2=C(C=CC(=C2)NC(=O)C2=CC1=C(OCCO1)C=C2)F 6-((4-Acetylpiperazin-1-yl)methyl)-N-(5-(2,3-dihydrobenzo[b][1,4]dioxine-6-carboxamido)-2-fluorophenyl)thieno[2,3-b]pyridine-2-carboxamide